4-([1,1'-biphenyl]-3-yl)-2-amino-6-((2-hydroxyethyl)amino)pyridine-3,5-dicarbonitrile C1(=CC(=CC=C1)C1=C(C(=NC(=C1C#N)NCCO)N)C#N)C1=CC=CC=C1